tert-butyl (R)-3-(7-(2,6-dioxopiperidin-3-yl)-6-oxo-7,8-dihydro-2H,6H-spiro[furo[2,3-e]isoindole-3,4'-piperidin]-1'-yl)azetidine-1-carboxylate O=C1NC(CC[C@H]1N1C(C2=CC=C3C(=C2C1)OCC31CCN(CC1)C1CN(C1)C(=O)OC(C)(C)C)=O)=O